3-[(1R)-1-[2-(1,3-Benzoxazol-4-yl)-3,6-dimethyl-4-oxo-chromen-8-yl]ethoxy]-6-chloro-pyridine-2-sulfonamide O1C=NC2=C1C=CC=C2C=2OC1=C(C=C(C=C1C(C2C)=O)C)[C@@H](C)OC=2C(=NC(=CC2)Cl)S(=O)(=O)N